(1-(2-chlorophenyl)-1H-1,2,3-triazol-4-yl)(piperidin-1-yl)methanone ClC1=C(C=CC=C1)N1N=NC(=C1)C(=O)N1CCCCC1